5-(2-Methyl-1H-pyrrolo[2,3-b]pyridin-4-yl)-1H-indazol-3-amine CC1=CC=2C(=NC=CC2C=2C=C3C(=NNC3=CC2)N)N1